C1OCC(C2=CC=C(CC(N)C)C=C2)O1 4-methylenedioxyethylamphetamine